7-Methyl-6-((5-methylfuran-2-yl)sulfonyl)-6-azaspiro[3.4]octane CC1N(CC2(CCC2)C1)S(=O)(=O)C=1OC(=CC1)C